O1C(=CC2=C1C=CC=C2)C=2C(=NC(=NC2)OC)OC (benzofuran-2-yl)-2,4-dimethoxypyrimidine